isoamyl-triphenylphosphine bromide [Br-].C(CC(C)C)C1=C(C=CC=C1)P(C1=CC=CC=C1)C1=CC=CC=C1